tert-butyl N-[4-(4-fluorophenyl)-2-[[4-[[4-(trifluoromethyl)phenyl]sulfonimidoyl]benzoyl]amino]phenyl]carbamate FC1=CC=C(C=C1)C1=CC(=C(C=C1)NC(OC(C)(C)C)=O)NC(C1=CC=C(C=C1)S(=O)(=N)C1=CC=C(C=C1)C(F)(F)F)=O